tert-butyl (3S)-4-(6-fluoro-7-(6-fluorobenzofuran-7-yl)-1-(4-isopropyl-2,6-dimethylpyrimidin-5-yl)-2-oxo-1,2-dihydropyrido[2,3-d]pyrimidin-4-yl)-3-methylpiperazine-1-carboxylate FC1=CC2=C(N(C(N=C2N2[C@H](CN(CC2)C(=O)OC(C)(C)C)C)=O)C=2C(=NC(=NC2C)C)C(C)C)N=C1C1=C(C=CC=2C=COC21)F